Cl[Si](O[Si](Cl)(C(C)C)C(C)C)(C(C)C)C(C)C 1,3-dichloro-tetraisopropyl-disiloxane